bisphenol A isocyanate [N-]=C=O.OC1=CC=C(C=C1)C(C)(C)C1=CC=C(C=C1)O